FC(C(=O)O)(F)F.FC1=C(C=C(C=C1)F)C1=C(N=C2N(C1=O)C(=CS2)C)C(C)NC2=C1N=CNC1=NC=N2 6-(2,5-difluorophenyl)-3-methyl-7-[1-(9H-purin-6-ylamino)ethyl]-5H-[1,3]thiazolo[3,2-a]pyrimidin-5-one Trifluoroacetic Acid Salt